N1=CC=C(C=2CC[C@H]3N(C12)CCNC3)NC(CCC)=O (R)-N-(6,6a,7,8,9,10-hexahydro-5H-pyrazino[1,2-a][1,8]naphthyridin-4-yl)butyramide